(1-phenylallyl)palladium chloride C1(=CC=CC=C1)C(C=C)[Pd]Cl